ClC=1N=CC=2N(C1)C(=CN2)C2=NC=CC(=N2)N2[C@H]([C@H](OCC2)C=2C=NNC2)C Cis-4-(2-(6-Chloroimidazo[1,2-a]pyrazin-3-yl)pyrimidin-4-yl)-3-methyl-2-(1H-pyrazol-4-yl)morpholine